tert-butyl (1R,5S,8S)-8-{[1-(propan-2-yl)-5-[3-(trifluoromethyl) phenoxy]-1H-1,2,4-triazol-3-yl] amino}-3-azabicyclo[3.2.1]octane-3-carboxylate CC(C)N1N=C(N=C1OC1=CC(=CC=C1)C(F)(F)F)NC1[C@H]2CN(C[C@@H]1CC2)C(=O)OC(C)(C)C